tris(2,2'-bipyridyl) ruthenium (II) chloride [Ru](Cl)Cl.N1=C(C=CC=C1)C1=NC=CC=C1.N1=C(C=CC=C1)C1=NC=CC=C1.N1=C(C=CC=C1)C1=NC=CC=C1